N-[(3S)-9-fluoro-2-oxo-5-phenyl-1,3-dihydro-1,4-benzodiazepin-3-yl]-2-(1-methylindazol-4-yl)-6,7-dihydro-5H-pyrazolo[5,1-b][1,3]oxazine-3-carboxamide FC1=CC=CC=2C(=N[C@@H](C(NC21)=O)NC(=O)C=2C(=NN1C2OCCC1)C1=C2C=NN(C2=CC=C1)C)C1=CC=CC=C1